C[C@]1(C(NC(CC1)=O)=O)N1C(C2=CC=CC(=C2C1=O)OCC(=O)O)=O (S)-2-((2-(3-methyl-2,6-dioxopiperidin-3-yl)-1,3-dioxoisoindolin-4-yl)oxy)acetic acid